C(C)OP(=O)(OCC)[C@@H](C1=CC=C2C=CC(=CC2=C1)C(=O)OCC=C)F Allyl (S)-7-((diethoxyphosphoryl) fluoromethyl)-2-naphthoate